gamma-hydroxyvalerolactone OC1CCC(=O)OC1